[Al](Cl)(Cl)Cl.[Ca].S(=O)(=O)(O)C1=CC=C(C=C1)C1=C2C=CC(C(=C3C=CC(=C(C=4C=CC(=C(C5=CC=C1N5)C5=CC=C(C=C5)S(=O)(=O)O)N4)C4=CC=C(C=C4)S(=O)(=O)O)N3)C3=CC=C(C=C3)S(=O)(=O)O)=N2.[Co] cobalt tetra(4-sulfophenyl)porphyrin calcium-aluminum chloride